C(C=C)OC1=C(N)C(=CC=C1Br)[N+](=O)[O-] 2-(allyloxy)-3-bromo-6-nitroaniline